N,6-dimethyl-5-((1-((3-methyl-2,4-dioxo-1,2,3,4-tetrahydrothieno[3,2-d]pyrimidin-6-yl)methyl)pyrrolidin-3-yl)oxy)picolinamide CNC(C1=NC(=C(C=C1)OC1CN(CC1)CC1=CC=2NC(N(C(C2S1)=O)C)=O)C)=O